tert-butyl 7-(2-(tosyloxy) ethyl)-3,4-dihydro-1,8-naphthyridine-1(2H)-carboxylate S(=O)(=O)(C1=CC=C(C)C=C1)OCCC1=CC=C2CCCN(C2=N1)C(=O)OC(C)(C)C